5-amino-3-(8-fluoro-2-(pyridin-2-yl)quinolin-7-yl)-1-((1s,3s)-3-hydroxy-3-methylcyclobutyl)-1H-pyrazole-4-carboxamide NC1=C(C(=NN1C1CC(C1)(C)O)C1=CC=C2C=CC(=NC2=C1F)C1=NC=CC=C1)C(=O)N